2-[3-(4-Chloro-3-fluorophenyl)-1-ethyl-1H-1,2,4-triazol-5-yl]-N-[(6-methoxypyridin-3-yl)methyl]acetamid ClC1=C(C=C(C=C1)C1=NN(C(=N1)CC(=O)NCC=1C=NC(=CC1)OC)CC)F